CN1CCN(CC1)C(=O)O[C@@H]1CC[C@H](CC1)C(N(C[C@@H]1CC[C@H](CC1)C1=CC(=C(C=C1)OC)C)C1=NC=CC(=C1)C=1N=C(OC1)C1CC1)=O trans-4-((4-(2-Cyclopropyloxazol-4-yl)pyridine-2-yl)((trans-4-(4-methoxy-3-methylphenyl)cyclohexyl)methyl)carbamoyl)-cyclohexyl 4-methylpiperazine-1-carboxylate